COC=1C=2N(C=C(C1)C1=CC3=C(N(C(N3)=O)[C@H]3CN(CCC3)C)C=C1C)N=CN2 (R)-5-(8-methoxy-[1,2,4]triazolo[1,5-a]pyridin-6-yl)-6-methyl-1-(1-methylpiperidin-3-yl)-1,3-dihydro-2H-benzo[d]imidazol-2-one